CN1N=CC=C1C(=O)NC1=CNC2=CC=C(C=C12)O[C@@H]1C[C@H](C1)C1=CC=C(C=C1)C(F)(F)F 1-methyl-N-(5-(trans-3-(4-(trifluoromethyl)phenyl)cyclobutoxy)-1H-indol-3-yl)-1H-pyrazole-5-carboxamide